4-(dimethoxymethyl)-1-(4-((1R,2S)-6-methyl-2-phenyl-1,2,3,4-tetrahydronaphthalen-1-yl)phenyl)piperidine ((1R,3S,4R)-4-amino-3-fluorocyclohexyl)carbamate N[C@H]1[C@H](C[C@@H](CC1)NC(O)=O)F.COC(C1CCN(CC1)C1=CC=C(C=C1)[C@H]1[C@H](CCC2=CC(=CC=C12)C)C1=CC=CC=C1)OC